1-(3-((4,4-bis(((Z)-oct-5-en-1-yl)oxy)butanoyl)oxy)-2-(hydroxymethyl)propyl) 8-(3-pentyloctyl) octanedioate C(CCCCCCC(=O)OCCC(CCCCC)CCCCC)(=O)OCC(COC(CCC(OCCCC\C=C/CC)OCCCC\C=C/CC)=O)CO